FC1=CC2=C(N(C=N2)C)C=C1 5-fluoro-1-methyl-1H-1,3-benzodiazol